ClC1=C(C#N)C(=CC(=C1)F)C(F)(F)F 2-chloro-4-fluoro-6-(trifluoromethyl)benzonitrile